CC(CNC(OC(C)(C)C)=O)CNC1=NC=C(C=C1)C1=NN(C=N1)C tert-Butyl (2-methyl-3-((5-(1-methyl-1H-1,2,4-triazol-3-yl)pyridin-2-yl)amino) propyl)carbamate